N(=[N+]=[N-])CC1CCN(CC1)CCNS(=O)(=O)C1=CC(=C(C=C1)C1=C(C=CC=C1OC)OC)C N-(2-(4-(azidomethyl)piperidin-1-yl)ethyl)-2',6'-dimethoxy-2-methyl-[1,1'-biphenyl]-4-sulfonamide